2-benzylbenzo[d][1,2]selenazol-3(2H)-one C(C1=CC=CC=C1)N1[Se]C2=C(C1=O)C=CC=C2